N1=CC=C(C2=CC=CC=C12)OC1CCN(CC1)CC(=O)N1[C@@H](CCC1)C#N (S)-1-(2-(4-(Chinolin-4-yloxy)piperidin-1-yl)acetyl)pyrrolidin-2-carbonitril